FC=1C=C(C=2C(C(C(NC2C1)C=1C=CC2=C(C=CC(O2)=O)C1)C1=NC=NN1C)=O)C(=O)OCC ethyl 7-fluoro-3-(1-methyl-1H-1,2,4-triazol-5-yl)-4-oxo-2-(2-oxo-2H-benzopyran-6-yl)-1,2,3,4-tetrahydroquinoline-5-carboxylate